tert-butyl N-[[2-(2,6-dioxo-3-piperidyl)-1-oxo-isoindolin-5-yl] methyl]carbamate O=C1NC(CCC1N1C(C2=CC=C(C=C2C1)CNC(OC(C)(C)C)=O)=O)=O